(S*)-5-(2-(6-(3-(trifluoromethyl)-5,6-dihydro-[1,2,4]triazolo[4,3-a]pyrazin-7(8H)-yl)pyridin-3-yl)pyrrolidin-1-yl)isoquinolin-1-amine FC(C1=NN=C2N1CCN(C2)C2=CC=C(C=N2)[C@H]2N(CCC2)C2=C1C=CN=C(C1=CC=C2)N)(F)F |o1:17|